C1(=CC=CC=C1)C1=CC=CC=C1 (phenyl)benzene